N-(3-(1H-1,2,3-triazol-5-yl)phenyl)-4-hydroxy-2-(methylthio)-6-oxo-1,6-dihydropyrimidine-5-carboxamide N1N=NC=C1C=1C=C(C=CC1)NC(=O)C1=C(N=C(NC1=O)SC)O